CN(CCOC=1C=C(C(=O)[O-])C=C(C1)NCC1OCC1)C 3-(2-(dimethylamino)ethoxy)-5-((oxetan-2-ylmethyl)amino)benzoate